2-chloro-7-methyl-N-(1-(3,4,5-trimethoxyphenyl)-1H-imidazol-4-yl)thieno[3,2-d]pyrimidin-4-amine ClC=1N=C(C2=C(N1)C(=CS2)C)NC=2N=CN(C2)C2=CC(=C(C(=C2)OC)OC)OC